NC1=CC=C(OC2=C(C=CC=C2)C(C)(C)C2=C(C=CC=C2)OC2=CC=C(C=C2)N)C=C1 bis(4-aminophenoxyphenyl)propane